bismuth oxytelluride O=[Te].[Bi]